2-(bis(2-(tert-butoxy)-2-oxoethyl)amino)acetic acid C(C)(C)(C)OC(CN(CC(=O)O)CC(OC(C)(C)C)=O)=O